7-(3-hydroxypropyloxy)coumarin OCCCOC1=CC=C2C=CC(OC2=C1)=O